NCCN1CCN(CC1)CCN(CCCCC(C(=O)[O-])(CCCCCC)CCCC)CCCCC(C(=O)[O-])(CCCCCC)CCCC ((2-(4-(2-aminoethyl)piperazin-1-yl)ethyl)azanediyl)bis(butane-4,1-diyl)bis(2-butyloctanoate)